C(C)(C)(C)OC(=O)NCC(C(=O)OC(C)(C)C1=CC(=C(C(=O)O)C=C1)F)(C)C 4-(2-((3-((tert-Butoxycarbonyl)amino)-2,2-dimethylpropanoyl)oxy)propan-2-yl)-2-fluorobenzoic acid